C[C@@H]1O[C@@H](CN(C1)C1=CC=CC(=N1)C1=NC2=CC(=NC=C2C=C1)CNC(=O)C1=CC2=C(OCCS2(=O)=O)C=C1)C N-((2-(6-((cis)-2,6-dimethylmorpholino)pyridin-2-yl)-1,6-naphthyridin-7-yl)methyl)-2,3-dihydrobenzo[b][1,4]oxathiine-6-carboxamide 4,4-dioxide